OC[C@@]12CCCN2C[C@@H](C1)OCCOCCC12CNCC(CC1)N2C(=O)OC(C)(C)C tert-butyl 1-(2-(2-(((2R,7aR)-7a-(hydroxymethyl)hexahydro-1H-pyrrolizin-2-yl)oxy)ethoxy)ethyl)-3,8-diazabicyclo[3.2.1]octane-8-carboxylate